2-CYCLOHEXYL-6,7-DICHLORO-1H-INDOLE-3-CARBOXALDEHYDE C1(CCCCC1)C=1NC2=C(C(=CC=C2C1C=O)Cl)Cl